2-tetradecyne CC#CCCCCCCCCCCC